[C+4].[Te-2].[Cd+2].[Te-2].[Te-2] cadmium telluride carbon